4-(1H-pyrazol-4-yl)-7H-pyrrolo[2,3-d]pyrimidine-7-methanol N1N=CC(=C1)C=1C2=C(N=CN1)N(C=C2)CO